BrC1=C(C=C(C(=C1Br)Br)Br)/C=C/C(=O)O (E)-3-(2,3,4,5-tetrabromophenyl)acrylic acid